5-chloro-3-((3,5-dimethylphenyl)sulfonyl)-N-(5-((4-methoxyphenyl)sulfonamido)pentyl)-1H-indole-2-carboxamide ClC=1C=C2C(=C(NC2=CC1)C(=O)NCCCCCNS(=O)(=O)C1=CC=C(C=C1)OC)S(=O)(=O)C1=CC(=CC(=C1)C)C